2-methyl-[1,1'-biphenyl]-4-amine CC1=C(C=CC(=C1)N)C1=CC=CC=C1